[N+](=O)([O-])[O-].[Ir+4].[N+](=O)([O-])[O-].[N+](=O)([O-])[O-].[N+](=O)([O-])[O-] iridium(IV) nitrate